maleimidobenzoyl-N-hydroxysulfo-succinimide C1(C=CC(N1C1C(C(=O)N(C1=O)O)(S(=O)(=O)O)C(C1=CC=CC=C1)=O)=O)=O